bromine(I) chloride BrCl